2-((azetidin-3-ylthio)methyl)-8-methylquinazolin-4(3H)-one N1CC(C1)SCC1=NC2=C(C=CC=C2C(N1)=O)C